isopropyl (S)-6-diazo-2-((R)-2-hydroxy-2-(pyrimidin-2-yl)acetamido)-5-oxohexanoate [N+](=[N-])=CC(CC[C@@H](C(=O)OC(C)C)NC([C@@H](C1=NC=CC=N1)O)=O)=O